NICKEL-MANGANESE [Mn].[Ni]